1-cyano-4'-n-pentylterphenyl C(#N)C1(CC=CC=C1)C=1C(=CC(=CC1)CCCCC)C1=CC=CC=C1